NC1=CC(=C(C=N1)N1C[C@@H](N(CC1)C(=O)C1=NC=C(C(=C1)OC)OC1=CC=C(C=C1)F)CO)C [(R)-4-(6-Amino-4-methyl-pyridin-3-yl)-2-hydroxymethyl-piperazin-1-yl]-[5-(4-fluoro-phenoxy)-4-methoxy-pyridin-2-yl]-methanone